(S)-2-(((4,11-diethyl-4-hydroxy-3,14-dioxo-3,4,12,14-tetrahydro-1H-pyrano[3',4':6,7]indolizino[1,2-b]quinolin-9-yl)oxy)methyl)acrylic acid C(C)[C@]1(C(OCC=2C(N3CC=4C(=NC=5C=CC(=CC5C4CC)OCC(C(=O)O)=C)C3=CC21)=O)=O)O